(2-hydroxypropyl)dimethylammonium chloride [Cl-].OC(C[NH+](C)C)C